2-((4-(phenylamino)phenyl)amino)-N-(4-sulfamoylphenyl)propanamide tert-butyl-(3S)-3-[4-(trifluoromethylsulfonyloxy)-3,6-dihydro-2H-pyridin-1-yl]piperidine-1-carboxylate C(C)(C)(C)OC(=O)N1C[C@H](CCC1)N1CCC(=CC1)OS(=O)(=O)C(F)(F)F.C1(=CC=CC=C1)NC1=CC=C(C=C1)NC(C(=O)NC1=CC=C(C=C1)S(N)(=O)=O)C